tert-butyl (S)-4-(7-bromo-6-chloro-8-fluoro-2-((1-methylpyrrolidin-3-yl)oxy)quinazolin-4-yl)piperazin-1-carboxylate BrC1=C(C=C2C(=NC(=NC2=C1F)O[C@@H]1CN(CC1)C)N1CCN(CC1)C(=O)OC(C)(C)C)Cl